CN1N=C(C2=CC(=CC=C12)C1=NC2=C(C=C(C=C2C(N1C)=O)C)[C@@H](C)NC1=C(C(=O)O)C=CC=C1)C (R)-2-((1-(2-(1,3-dimethyl-1H-indazol-5-yl)-3,6-dimethyl-4-oxo-3,4-dihydroquinazolin-8-yl)ethyl)amino)benzoic acid